Ethyl 4-Ethyl-1H-Pyrrole-2-Carboxylate C(C)C=1C=C(NC1)C(=O)OCC